(3S,4R)-4-methyl-1-(4-nitrophenyl)pyrrolidin-3-ol C[C@H]1[C@@H](CN(C1)C1=CC=C(C=C1)[N+](=O)[O-])O